N-[2-(3-cyanophenyl)-1-[6-(2-tetrahydropyran-2-yloxyethoxy)-1,3-benzothiazol-2-yl]ethyl]benzenesulfonamide C(#N)C=1C=C(C=CC1)CC(C=1SC2=C(N1)C=CC(=C2)OCCOC2OCCCC2)NS(=O)(=O)C2=CC=CC=C2